3-{[2-(4-cyclopropylphenyl)imidazo[1,2-a]pyrimidin-3-yl]methyl}-3,8-diazabicyclo[3.2.1]octane-8-carboxylate C1(CC1)C1=CC=C(C=C1)C=1N=C2N(C=CC=N2)C1CN1CC2CCC(C1)N2C(=O)[O-]